2-[(3-nitro-2-pyridyl)amino]-3-phenyl-propanoate [N+](=O)([O-])C=1C(=NC=CC1)NC(C(=O)[O-])CC1=CC=CC=C1